FC(C)(F)C=1C=C(C=CC1)[C@H]1CC2(CN(C2)C(=O)C2CC(C2)(C)O)CC1 |r| (rac)-(6-(3-(1,1-difluoroethyl)phenyl)-2-azaspiro[3.4]oct-2-yl)((1s,3s)-3-hydroxy-3-methylcyclobutyl)methanone